4-(3-fluorobenzyl)-1-(oxan-2-yl)pyrazole FC=1C=C(CC=2C=NN(C2)C2OCCCC2)C=CC1